(1-(aminomethyl)cyclopropyl)acetonitrile NCC1(CC1)CC#N